((5-chloropyridin-3-yl)oxy)cyclohexan-1-amine ClC=1C=C(C=NC1)OC1(CCCCC1)N